3-[3-methyl-2-oxo-4-[4-(4-piperidylmethyl)-1-piperidyl]benzimidazol-1-yl]piperidine-2,6-dione CN1C(N(C2=C1C(=CC=C2)N2CCC(CC2)CC2CCNCC2)C2C(NC(CC2)=O)=O)=O